6-(1H-pyrazol-1-yl)-2-((1-(3-(trifluoromethyl)-[1,2,4]triazolo[4,3-b]pyridazin-6-yl)piperidin-4-yl)methyl)pyridazin-3(2H)-one N1(N=CC=C1)C=1C=CC(N(N1)CC1CCN(CC1)C=1C=CC=2N(N1)C(=NN2)C(F)(F)F)=O